(2S,4r)-1-[(2S)-2-(4-cyclopropyl-triazol-1-yl)-3,3-dimethyl-butyryl]-N-[[(1S,3r)-2,2-difluoro-3-methyl-cyclopropyl]methyl]-4-hydroxy-pyrrolidine-2-carboxamide C1(CC1)C=1N=NN(C1)[C@H](C(=O)N1[C@@H](C[C@H](C1)O)C(=O)NC[C@H]1C([C@@H]1C)(F)F)C(C)(C)C